FC1=CC=2N(C=C1)C(=CN2)C2=C1CNC(C1=C(C=C2)NC2=CC=C1C(=N2)CNC12CCOCC2)=O 4-(7-fluoroimidazo[1,2-a]pyridin-3-yl)-7-((2,3,5,6,6',7'-hexahydrospiro[pyran-4,5'-pyrrolo[3,4-b]pyridin]-2'-yl)amino)isoindolin-1-one